C(CCCC)C1=NC=NN1 5-amyl-1,2,4-triazole